1,2-bis[3-(4-hydroxy-3,5-di-t-butylphenyl)propionyl]hydrazine OC1=C(C=C(C=C1C(C)(C)C)CCC(=O)NNC(CCC1=CC(=C(C(=C1)C(C)(C)C)O)C(C)(C)C)=O)C(C)(C)C